C1(=CC=CC=C1)CCCNC=1C=2N(N=C(C1)C=1C(NC(NC1)=O)=O)C=CN2 5-(8-((3-phenylpropyl)amino)imidazo[1,2-b]pyridazin-6-yl)pyrimidine-2,4(1H,3H)-dione